FC1=C(C#N)C(=CC(=C1)C1=CC=CC=2N1N=CN2)F 2,6-difluoro-4-{[1,2,4]triazolo[1,5-a]pyridin-5-yl}benzonitrile